N2-((5-(trifluoromethyl)pyridin-2-yl)methyl)oxalamide FC(C=1C=CC(=NC1)CNC(C(=O)N)=O)(F)F